SC(CCO)C 3-mercaptobutane-1-ol